trimethylolpropione C(O)C(CC(CC)=O)(CO)CO